1,4,4-Trimethyl-8-(3-methyl-1H-indol-7-yl)-9-(trifluoromethyl)-5H-[1,2,4]triazolo[4,3-a]quinoxaline CC1=NN=C2N1C1=C(C(=CC=C1NC2(C)C)C=2C=CC=C1C(=CNC21)C)C(F)(F)F